di-t-butyldicarbonate C(C)(C)(C)OC(=O)OC(=O)OC(C)(C)C